(3S)-3-(1'-((1-(4-chlorophenyl)-1H-pyrazol-4-yl)methyl)-3',3'-difluoro-6-oxo-6,8-dihydro-2H,7H-spiro[furo[2,3-e]isoindole-3,4'-piperidin]-7-yl)piperidine-2,6-dione ClC1=CC=C(C=C1)N1N=CC(=C1)CN1CC(C2(CC1)COC1=C3CN(C(C3=CC=C12)=O)[C@@H]1C(NC(CC1)=O)=O)(F)F